[6-[[4-(trifluoromethyl)thiazol-2-yl]methyl]-2,6-diazaspiro[3.3]heptan-2-yl]-[6-[3-(trifluoromethyl)-1,2,4-triazol-1-yl]-2-azaspiro[3.3]heptan-2-yl]methanone FC(C=1N=C(SC1)CN1CC2(CN(C2)C(=O)N2CC3(C2)CC(C3)N3N=C(N=C3)C(F)(F)F)C1)(F)F